1,4-Butylene glycol bis(chloroformate) ClC(=O)OCCCCOC(=O)Cl